octane-1,2-dione-2-(O-benzoyloxime) C(C1=CC=CC=C1)(=O)ON=C(C=O)CCCCCC